9H-fluoren-9-ylmethyl 8-(5-chlorooxazolo[4,5-b]pyridin-2-yl)-3,8-diazabicyclo[3.2.1]octane-3-carboxylate ClC1=CC=C2C(=N1)N=C(O2)N2C1CN(CC2CC1)C(=O)OCC1C2=CC=CC=C2C=2C=CC=CC12